sodium N-cyclohexyl-3-aminopropanesulfonate C1(CCCCC1)NCCCS(=O)(=O)[O-].[Na+]